pyrazine-2,3-dione hydrochloride Cl.N=1C(C(N=CC1)=O)=O